C(C)(C)(C)OC(=O)N1CC(C1)C(=C)C1=CC=C(C=C1)C(F)(F)F 3-[1-[4-(trifluoromethyl)phenyl]vinyl]azetidine-1-carboxylic acid tert-butyl ester